(6S)-N-(2-Amino-3-fluoro-4-((4-(trifluoromethyl)benzyl)amino)phenyl)-6,7-difluoroheptanamid NC1=C(C=CC(=C1F)NCC1=CC=C(C=C1)C(F)(F)F)NC(CCCC[C@@H](CF)F)=O